BrC1=C(N(C2=CC(=C(C=C2C1=O)F)C(F)(F)F)C)CBr 3-bromo-2-(bromomethyl)-6-fluoro-1-methyl-7-(trifluoromethyl)quinoline-4(1H)-one